difluoro-dichlorocarbon FC(Cl)(Cl)F